Pyrazine-5(4H)Formic acid tert-butyl ester C(C)(C)(C)OC(=O)C=1NCC=NC1